CC(=CC(C)=O)CCC=C(C)C 4,8-Dimethyl-3,7-nonadien-2-on